7-bromo-6-methoxy-4-(1-methyl-3-phenyl-1H-pyrazol-4-yl)quinazoline BrC1=C(C=C2C(=NC=NC2=C1)C=1C(=NN(C1)C)C1=CC=CC=C1)OC